O[C@H]1[C@@](N(CC1)C(=O)C1=CC(=C2N1CCC1=CC(=C(C=C21)C=2N=NN(N2)C)OC)CCC)(C#N)C |o1:1,2| rel-(2S,3R)-3-hydroxy-1-[8-methoxy-9-(2-methyltetrazol-5-yl)-1-propyl-5,6-dihydropyrrolo[2,1-a]isoquinoline-3-carbonyl]-2-methyl-pyrrolidine-2-carbonitrile